N-(5-(difluoromethoxy)-1H-pyrazol-3-yl)-6-(((3R,4R)-3-methylpiperidin-4-yl)oxy)pyrazin-2-amine FC(OC1=CC(=NN1)NC1=NC(=CN=C1)O[C@H]1[C@@H](CNCC1)C)F